FC(C(=O)O)(F)F.CN(C(C)C1=CC(=NN1C(C)C)S(=O)(=O)N)C 5-(1-(dimethylamino)ethyl)-1-isopropyl-1H-pyrazole-3-sulfonamide, trifluoroacetate salt